C(#N)C[C@H](C)NC(OC(C)(C)C)=O 1,1-Dimethylethyl [(1S)-2-cyano-1-methylethyl]carbamate